2,6-dimethoxy-N-(4-methoxy-6-(5-(piperazin-1-yl)thiazol-2-yl)benzo[d]isoxazol-3-yl)benzenesulfonamide hydrochloride Cl.COC1=C(C(=CC=C1)OC)S(=O)(=O)NC1=NOC2=C1C(=CC(=C2)C=2SC(=CN2)N2CCNCC2)OC